CS(=O)(=O)OC(COCC1=CC=CC=C1)CN(S(=O)(=O)C)CC1=CC=CC=C1 [1-[[benzyl(methylsulfonyl)amino]methyl]-2-benzyloxy-ethyl] methanesulfonate